quinolin-3(5H)-one N1=CC(C=C2CC=CC=C12)=O